CC1(C(CC2=CC=CC=C12)NC1=CC=C(C=N1)[C@@H](C(F)(F)F)N(C(=O)C1CCN(CC1)C(=O)OC(C)(C)C)C)C tert-Butyl 4-(((1S)-1-(6-((1,1-dimethyl-2,3-dihydro-1H-inden-2-yl)amino)pyridin-3-yl)-2,2,2-trifluoroethyl)(methyl)carbamoyl)piperidine-1-carboxylate